2-((3-chloro-4-fluorophenyl)(1-methylcyclobutoxy)methyl)-5-methyl-4-(methylsulfonyl)-1H-imidazole ClC=1C=C(C=CC1F)C(C=1NC(=C(N1)S(=O)(=O)C)C)OC1(CCC1)C